C1(CC1)[C@@H](C)C1=C(C(=CC=C1)[C@@H](C)S(=O)(=O)CC)O 2-((R)-1-cyclopropylethyl)-6-((R)-1-(ethylsulfonyl)ethyl)phenol